FC1=CC=C(C=C1)C1C(NCC(C1)C1=CC=C(C=C1)C(C)C)=O 3-(4-fluorophenyl)-5-(4-isopropylphenyl)piperidin-2-one